N=1C=NN2C1C=C(C=C2)OC2=C(C(=C(C=C2)NC2=NC=NC1=CC=3OC[C@H]4N(C3N=C12)CCN(C4)C)F)C (S)-N-(4-([1,2,4]triazolo[1,5-a]pyridin-7-yloxy)-2-fluoro-3-methylphenyl)-3-methyl-1,2,3,4,4a,5-hexahydropyrazino[1,2-d]pyrimido[4',5':5,6]pyrido[3,2-b][1,4]oxazin-11-amine